C(C)(C)(C)OC(=O)NC1=NC(N(C=C1)[C@H]1C([C@@H]([C@H](O1)COC(COCC(=O)O)=O)OC(=O)OC(C)(C)C)(F)F)=O 2-(2-(((2R,3R,5R)-5-(4-((tert-butoxycarbonyl)amino)-2-oxopyrimidin-1(2H)-yl)-3-((tert-butoxycarbonyl)oxy)-4,4-difluorotetrahydrofuran-2-yl)methoxy)-2-oxoethoxy)acetic acid